C(C)OC1=CC=C(C=C1)N1C(=NC2=C(C1=O)C=CC=N2)[C@@H](C)N(C(CC2=CC=C(C=C2)OC(F)(F)F)=O)CC=2C=NC=CC2 N-[(1R)-1-[3-(4-ethoxyphenyl)-4-oxopyrido[2,3-d]pyrimidin-2-yl]ethyl]-N-(pyridin-3-ylmethyl)-2-[4-(trifluoromethoxy)phenyl]acetamide